[I-].ClC1=[N+](C=CC=C1)C 2-chloro-1-methylpyridineium iodide